(3aR,5s,6aS)-2-((6-methoxypyridin-2-yl)methyl)-N-(6-(2,3,5-trifluorophenyl)pyridazin-3-yl)octahydrocyclopenta[c]pyrrol-5-amine COC1=CC=CC(=N1)CN1C[C@@H]2[C@H](C1)CC(C2)NC=2N=NC(=CC2)C2=C(C(=CC(=C2)F)F)F